COC1=CC=C(C=C1)C1=NOC(=N1)N1CCC(CC1)C(=O)NCC1CN(CC1)C[C@H]1CN(CCC1)C(=O)OC(C)(C)C Tert-butyl (3S)-3-((3-((1-(3-(4-methoxyphenyl)-1,2,4-oxadiazol-5-yl)piperidine-4-carboxamido)methyl)pyrrolidin-1-yl)methyl)piperidine-1-carboxylate